FC(OC=1C=C(C=CC1)C1=NN=C2N1C=C(C=C2)N[C@@H]2CC[C@H](CC2)O)(F)F 4-((3-(3-(Trifluoromethoxy)phenyl)-[1,2,4]triazolo[4,3-a]pyridin-6-yl)amino)-trans-cyclohexanol